FC1=CC2=C(OC(CO2)C(=O)O)C=C1F 6,7-difluoro-2,3-dihydrobenzo[b][1,4]dioxin-2-carboxylic acid